ClC1=C(C=CC=C1)C1=C(C=NC(=C1)OC)S(=O)(=O)N1CCC(CC1)(C(=O)N[C@@H](C)\C=C/S(=O)(=O)C)F (S,Z)-1-((4-(2-chlorophenyl)-6-methoxypyridin-3-yl)sulfonyl)-4-fluoro-N-(4-(methylsulfonyl)but-3-en-2-yl)piperidine-4-carboxamide